FC1=C(C=C(C=C1)NC1=NC=NC2=CC(=C(C=C12)[N+](=O)[O-])F)Cl 4-(4-fluoro-3-chlorophenylamino)7-fluoro-6-nitroquinazoline